COC(C1=C(C=CC=C1)C1=NC(=NC=C1C)NC=1C=NN(C1)C1CCC(CC1)OC)=O (2-((1-(4-methoxycyclohexyl)-1H-pyrazol-4-yl)amino)-5-methylpyrimidin-4-yl)benzoic acid methyl ester